BrC1=C(C=CC=C1)C(=O)C1=CC=C(C=C1)C(C)(C)C (2-bromophenyl)(4-(tert-butyl)phenyl)methanone